(2R,5S)-2-formyl-5-(4-methoxybenzyl)pyrrolidine-1-carboxylic acid tert-butyl ester C(C)(C)(C)OC(=O)N1[C@H](CC[C@H]1CC1=CC=C(C=C1)OC)C=O